toluenone C(C1=CC=CC=C1)=O